NC/C(/C(=O)C1=CC=CC=C1)=C\C1=CC=CC=C1 (E)-2-(aminomethyl)-1,3-diphenylprop-2-en-1-one